(R)-2-(4-((1-(2-hydroxyethyl)piperidin-3-yl)amino)pyrrolo[1,2-d][1,2,4]triazin-1-yl)-5-(trifluoromethyl)phenol OCCN1C[C@@H](CCC1)NC1=NN=C(C=2N1C=CC2)C2=C(C=C(C=C2)C(F)(F)F)O